4-(8-Methoxy-1,3,4,5-tetrahydro-2H-benzazepin-2-yl)-6-(3-methoxyphenyl)pyrimidin-2-amine COC1=CC2=C(CCCC(N2)C2=NC(=NC(=C2)C2=CC(=CC=C2)OC)N)C=C1